(R)-3-(3-Amino-5-(2-benzyl-4-(methylsulfonyl)piperazin-1-yl)-1H-indazol-1-yl)-2,6-difluoro-5-(trifluoromethyl)phenol NC1=NN(C2=CC=C(C=C12)N1[C@@H](CN(CC1)S(=O)(=O)C)CC1=CC=CC=C1)C=1C(=C(C(=C(C1)C(F)(F)F)F)O)F